(2R,3R,4S,5R)-3-(3,4-Difluoro-2-((methoxymethoxy)methyl)phenyl)-4-methoxy-5-methyl-5-(trifluoromethyl)tetrahydrofuran-2-carboxylic acid FC=1C(=C(C=CC1F)[C@H]1[C@@H](O[C@]([C@H]1OC)(C(F)(F)F)C)C(=O)O)COCOC